Cl[C@H](C(=O)N(NC(=O)[C@@H]1[C@H]2C([C@H]2CN1C(=O)C1=CC(=NO1)C(F)(F)F)(C)C)C[C@H]1C(NCC1)=O)F (1R,2S,5S)-N'-[(2R)-2-chloro-2-fluoro-acetyl]-6,6-dimethyl-N'-[[(3S)-2-oxopyrrolidin-3-yl]methyl]-3-[3-(trifluoromethyl)isoxazole-5-carbonyl]-3-azabicyclo[3.1.0]hexane-2-carbohydrazide